6-amino-2-(3,5-dichloro-4-((5-ethyl-4-oxo-3,4,5,6,7,8-hexahydrophthalazin-1-yl)oxy)phenyl)-1,2,4-triazine-3,5(2H,4H)-dione NC=1C(NC(N(N1)C1=CC(=C(C(=C1)Cl)OC1=NNC(C=2C(CCCC12)CC)=O)Cl)=O)=O